tert-butyl (3R,4R)-3-carbamoyl-4-phenyl-piperidine-1-carboxylate C(N)(=O)[C@H]1CN(CC[C@H]1C1=CC=CC=C1)C(=O)OC(C)(C)C